The molecule is an aldono-1,5-lactone obtained from D-gluconic acid. It has a role as an animal metabolite and a mouse metabolite. It is a gluconolactone and an aldono-1,5-lactone. It derives from a D-gluconic acid. C([C@@H]1[C@H]([C@@H]([C@H](C(=O)O1)O)O)O)O